FC(C(=O)O)(F)F.FC1CN=C(NC1)NC1=C2C=NNC2=CC(=C1)C(=O)NCC(=O)N[C@@H](CC(=O)OC)C1=CC(=CC(=C1)C(F)(F)F)C methyl (3S)-3-(2-(4-((5-fluoro-1,4,5,6-tetrahydropyrimidin-2-yl)amino)-1H-indazole-6-carboxamido)acetamido)-3-(3-methyl-5-(trifluoromethyl)phenyl)propanoate trifluoroacetate